C(C)(C)(C)OC(=O)N[C@H](C(=O)O)CC=1N=C(N(C1)COCC[Si](C)(C)C)C(N)=O (S)-2-((tert-butoxycarbonyl)amino)-3-(2-carbamoyl-1-((2-(trimethylsilyl)ethoxy)methyl)-1H-imidazol-4-yl)propanoic acid